(3S)-3-[6-(2-methoxyethoxy)-4-[[4-(morpholinomethyl)-phenyl]methoxy]-1-oxo-isoindolin-2-yl]piperidine-2,6-dione COCCOC1=CC(=C2CN(C(C2=C1)=O)[C@@H]1C(NC(CC1)=O)=O)OCC1=CC=C(C=C1)CN1CCOCC1